4-hydroxy-6-(3-pyridinyl)-2H-pyran-2-one OC1=CC(OC(=C1)C=1C=NC=CC1)=O